1,2-Tridecandiol C(C(CCCCCCCCCCC)O)O